N,N,N',N'-tetrakis(2-hydroxyethyl)ethylenediamine dioleate C(CCCCCCC\C=C/CCCCCCCC)(=O)O.C(CCCCCCC\C=C/CCCCCCCC)(=O)O.OCCN(CCN(CCO)CCO)CCO